CC1=C(C(=C(C(=C1C)C)C)C)C1=C2C(=NO1)C=CC=C2 3-(2,3,4,5,6-pentamethylphenyl)benzo[c]isoxazole